C(CC)C1=C2C=CN(C2=NC=N1)[C@H]1[C@H](O)[C@H](O)[C@H](O1)CO 6-Propyl-9-β-D-ribofuranosyl-7-deazapurine